hexadecan-1-yl eicosanoate C(CCCCCCCCCCCCCCCCCCC)(=O)OCCCCCCCCCCCCCCCC